C(C1=CC=CC=C1)OC(=O)N1C[C@@H]([C@H](C1)OC(C)C)N (3S,4S)-3-amino-4-(propan-2-yloxy)pyrrolidine-1-carboxylic acid benzyl ester